1,8-dimethyl-4-(piperidin-4-yl)-1,4-dihydropyrido[2,3-b]Pyrazine-2,3-dione CN1C2=C(N(C(C1=O)=O)C1CCNCC1)N=CC=C2C